C(C)(C)(C)OC(=O)N1CCC(CC1)NC1=NC=C(C(=C1)C1=NN(C2=CC=CC=C12)COCC[Si](C)(C)C)C#N.NC(CC)[Si](OCCCC)(OCCCC)OCCCC 1-aminopropyl-tributoxysilane tert-butyl-4-((5-cyano-4-(1-((2-(trimethylsilyl)ethoxy)methyl)-1H-indazol-3-yl)pyridin-2-yl)amino)piperidine-1-carboxylate